C[N+](C)(C)C1CCCCC1.CN(C)C1CCCCC1 N,N-dimethylcyclohexylamine, N,N,N-trimethylcyclohexylammonium salt